FC1=C2C=CNC2=CC=C1NC(=O)C1=CC=2C3=C(COC2C=C1C=1C(=NC(=CC1)C(NCC(C)C)=O)C(=O)O)C=CS3 3-(8-((4-fluoro-1H-indol-5-yl)carbamoyl)-4H-thieno[3,2-c]chromen-7-yl)-6-(isobutylcarbamoyl)picolinic acid